C(OC[C@]1(O[C@H](C[C@@H]1O)N1C2=NC(=NC(=C2N=C1)N)F)C#C)(OCCCCC12CC3CC(CC(C1)C3)C2)=O ((2R,3S,5R)-5-(6-amino-2-fluoro-9H-purin-9-yl)-2-ethynyl-3-hydroxy-tetrahydrofuran-2-yl)-methyl 4-(1-adamantyl)-butyl carbonate